CS(=O)(=O)[O-].C(CCC)[N+]1=CC=C(C=C1)CCCC 1,4-dibutylpyridinium methansulfonate